[Si](C)(C)(C(C)(C)C)OCC=1C(=C(C=CC1)C=1C=C(C(NC1)(C1=CC(=CC=C1C(=O)N)C(=O)N)N1CC(C1)F)F)F 5-(3-{[(tert-Butyldimethylsilyl)oxy]methyl}-2-fluorophenyl)-3-fluoro-2-(3-fluoroazetidin-1-yl)pyridineterephthalamid